NC=1SC(=C(N1)C=1C=C(C#N)C=CC1)C1=CC(=NC(=C1)C1COC1)C 3-[2-amino-5-[2-methyl-6-(oxetan-3-yl)-4-pyridinyl]thiazol-4-yl]benzonitrile